2,5-dimethyl-3-octyl-thiophene CC=1SC(=CC1CCCCCCCC)C